4-{[3-(4-{[1-(2,3-dihydroxypropyl)piperidin-4-yl]amino}-1-(2,2,2-trifluoroethyl)-1H-indol-2-yl)prop-2-yn-1-yl]amino}-3-methoxy-N-(5-methyl-1,2-oxazol-3-yl)benzene-1-sulfonamide OC(CN1CCC(CC1)NC1=C2C=C(N(C2=CC=C1)CC(F)(F)F)C#CCNC1=C(C=C(C=C1)S(=O)(=O)NC1=NOC(=C1)C)OC)CO